N-(4-bromophenyl)-7-bromo-2H-benzopyran-3-carboxamide BrC1=CC=C(C=C1)NC(=O)C=1COC2=C(C1)C=CC(=C2)Br